C1(CC1)N1N=CC=C1OCC12CCC(CC1)(CC2)OCC=2C(=NOC2C2CC2)C2=C(C=NC=C2Cl)Cl 1-Cyclopropyl-5-((4-((5-cyclopropyl-3-(3,5-dichloropyridin-4-yl)isoxazol-4-yl)methoxy)bicyclo[2.2.2]octan-1-yl)methoxy)-1H-pyrazol